C(C1=CC=CC=C1)[C@]1(N=C(O[C@@](C1)(C)CCl)C=1C=NC2=C(C=CC=C2C1)F)C (4R,6R)-4-benzyl-6-(chloromethyl)-2-(8-fluoro-3-quinolyl)-4,6-dimethyl-5H-1,3-oxazine